NN1CCN(CC1)C1C(CN(CC1)C1=C2C(N(C(C2=CC=C1)=O)C1C(NC(CC1)=O)=O)=O)(F)F 4-(4-(4-aminopiperazin-1-yl)-3,3-difluoropiperidin-1-yl)-2-(2,6-dioxopiperidin-3-yl)isoindoline-1,3-dione